stigmastene C[C@H](CC[C@@H](C=C)C(C)C)[C@H]1CC[C@@H]2[C@@]1(CC[C@H]3[C@H]2CCC4[C@@]3(CCCC4)C)C